2-(4-(6-bromo-8-fluoroquinolin-2-yl)bicyclo[2.2.2]octan-1-yl)propan BrC=1C=C2C=CC(=NC2=C(C1)F)C12CCC(CC1)(CC2)C(C)C